C(CCC)C1=CC=C(C=C1)N=NC1=C(C=CC=C1)O 4-Butylphenylazo(phenol)